CN(CCN(C1=C(C=C(C(=C1)OC)NC1=NC=NC(=N1)N1CC2(C3=NC=CC=C31)CCC2)NC(C=C)=O)C)C N-(2-((2-(dimethylamino)ethyl)(methyl)amino)-4-methoxy-5-((4-(spiro[cyclobutane-1,3'-pyrrolo[3,2-b]pyridin]-1'(2'H)-yl)-1,3,5-triazin-2-yl)amino)phenyl)acrylamide